(R)-5-methyl-2-(4-methyl-6-(piperidin-3-ylthio)pyridazin-3-yl)phenol CC=1C=CC(=C(C1)O)C=1N=NC(=CC1C)S[C@H]1CNCCC1